4-((1H-Indazol-5-yl)ethynyl)-N-(2,6-difluorobenzyl)-[2,4'-bipyrimidin]-2'-amine N1N=CC2=CC(=CC=C12)C#CC1=NC(=NC=C1)C1=NC(=NC=C1)NCC1=C(C=CC=C1F)F